C(C)(=O)OCC#CC=1SC(=CC1)C(=O)N1CC2N(C(C1)C2)C(\C=C\CN(C)C)=O (e)-3-(5-(6-(4-(dimethylamino)but-2-enoyl)-3,6-diazabicyclo[3.1.1]heptane-3-carbonyl)thiophen-2-yl)prop-2-yn-1-yl acetate